O1COC2=C1C=CC(=C2)C2=CC=C(N=N2)NC2[C@@H]1CN(C[C@H]21)CC2CCOCC2 (1r,5s,6s)-N-[6-(1,3-benzodioxol-5-yl)pyridazin-3-yl]-3-(tetrahydropyran-4-ylmethyl)-3-azabicyclo[3.1.0]hexane-6-amine